(2S)-1-[2-[2-[4-[5-[tert-butyl(dimethyl)silyl]oxy-1-tetrahydropyran-2-yl-indazol-3-yl]-1-methyl-imidazol-2-yl]ethoxy]ethoxy]propan-2-ol [Si](C)(C)(C(C)(C)C)OC=1C=C2C(=NN(C2=CC1)C1OCCCC1)C=1N=C(N(C1)C)CCOCCOC[C@H](C)O